C(C)(C)(C)OC(=O)N1C[C@H]([C@H](C1)F)NC(=O)OCC1=CC=CC=C1.CC1=CC=2C3=C(NC2C=C1)C(N(C=N3)CCCC(=O)NCC3=CC(=CC=C3)C(F)(F)F)=O 4-(8-methyl-4-oxo-4,5-dihydro-3H-pyrimido[5,4-b]indol-3-yl)-N-(3-(trifluoromethyl)benzyl)butanamide tert-butyl-(3R,4S)-3-(((benzyloxy)carbonyl)amino)-4-fluoropyrrolidine-1-carboxylate